NCCCCCCN[Si](OCC)(OCC)OCC N-(6-aminohexyl)aminotriethoxysilane